3-(1-oxo-5-(6-(trifluoromethyl)piperidin-2-yl)isoindolin-2-yl)piperidine-2,6-dione O=C1N(CC2=CC(=CC=C12)C1NC(CCC1)C(F)(F)F)C1C(NC(CC1)=O)=O